NC=1C=2N(C3=CC(=C(C=C3N1)F)C(=O)N1[C@@H]3[C@H](CCC1)OC1=C3C=CC(=C1)OC(F)(F)F)C=NC2 |r| Rac-(4-amino-7-fluoroimidazo[1,5-a]quinoxalin-8-yl)((4aS,9bS)-7-(trifluoromethoxy)-3,4,4a,9b-tetrahydrobenzofuro[3,2-b]pyridin-1(2H)-yl)methanone